1-[3-acetyl-6-[5-[(5-methyl-2-pyridyl)amino]benzimidazol-1-yl]-2-pyridyl]-5-methyl-pyrazole-3-carbonitrile C(C)(=O)C=1C(=NC(=CC1)N1C=NC2=C1C=CC(=C2)NC2=NC=C(C=C2)C)N2N=C(C=C2C)C#N